(E)-methyl 2-[2-[[5-(4-chlorophenyl)-2-methylpyrazol-3-yl] oxymethyl] phenyl]-3-methoxyprop-2-enoate ClC1=CC=C(C=C1)C=1C=C(N(N1)C)OCC1=C(C=CC=C1)/C(/C(=O)OC)=C\OC